C(=O)(OCC1C2=CC=CC=C2C2=CC=CC=C12)C=1N(C=CC1)C Fmoc-N-methylpyrrole